((6-chlorobenzo[d]oxazol-2-ylsulfanyl)methyl)benzoic acid ClC1=CC2=C(N=C(O2)SCC2=C(C(=O)O)C=CC=C2)C=C1